BrC/C=C/CC1(CN(CC1NC(=O)OC(C)(C)C)C(=O)OCC1=CC=CC=C1)O benzyl 3-[(2E)-4-bromobut-2-en-1-yl]-4-[[(tert-butoxy) carbonyl] amino]-3-hydroxypyrrolidine-1-carboxylate